(7-chloroisoquinolin-1-yl)methylamine ClC1=CC=C2C=CN=C(C2=C1)CN